(S)-Cyanomethyl 2-(2-Oxo-3-(pent-4-enamido)azepan-1-yl)acetate O=C1N(CCCC[C@@H]1NC(CCC=C)=O)CC(=O)OCC#N